(E)-vinyl borate B(OC=C)([O-])[O-]